[OH-].[Ca+].C(C)OS(=O)(=O)[O-].C(CCCCCCCCCCCCCCC)[N+]1(CCOCC1)CC N-cetyl-N-ethylmorpholinium ethyl-sulfate calcium hydroxide